(R)-N-((2-cyclopentyl-6-methoxyisonicotinoyl)oxy)-4-((2,2-dimethyl-1,3-dioxolan-4-yl)methoxy)-3-ethyl-5-methylbenzidine C1(CCCC1)C=1C=C(C(=O)ONC2([C@@H](C=C(C=C2C)C2=CC=C(N)C=C2)CC)OCC2OC(OC2)(C)C)C=C(N1)OC